FC(C=1OC(=NN1)C=1C=NC(=CC1)COC1=CC(=C(C=C1)F)F)F 2-(difluoromethyl)-5-(6-((3,4-difluorophenoxy)methyl)pyridin-3-yl)-1,3,4-oxadiazole